[S].[Ga].[In].[Cu] copper-indium-gallium sulfur